FC1=C2C[C@H]([C@@H](CC2=CC=C1)O)N1CCC(CC1)C1=CC=CC=C1 (2R,3R)-5-Fluoro-3-(4-phenylpiperidin-1-yl)-1,2,3,4-tetrahydronaphthalen-2-ol